2-(3-(7-methoxy-3-methyl-9H-carbazol-2-yl)-2,5-dimethyl-1H-pyrrol-1-yl)-5-methylthiophene-3-carbonitrile COC1=CC=C2C=3C=C(C(=CC3NC2=C1)C1=C(N(C(=C1)C)C=1SC(=CC1C#N)C)C)C